(S)-3-(4-fluorophenyl)pyrrolidine hydrochloride Cl.FC1=CC=C(C=C1)[C@H]1CNCC1